(3R,6S,9S,12S,15S,18R,19R)-9-(aminomethyl)-12-cyclohexyl-19-hexyl-15-isobutyl-3,16,18-trimethyl-6-[(1S)-1-hydroxyethyl]-1-oxa-4,7,10,13,16-pentazacyclononadecane-5,8,11,14,17-pentone NC[C@H]1C(N[C@H](C(N[C@@H](CO[C@@H]([C@H](C(N([C@H](C(N[C@H](C(N1)=O)C1CCCCC1)=O)CC(C)C)C)=O)C)CCCCCC)C)=O)[C@H](C)O)=O